FC(OC=1C=C(C=CC1F)C=1C=C2C(=NC1)C=NN2CC(=O)N2C[C@@H](CC2)O)F (R,S)-2-[6-[3-(Difluoromethoxy)-4-fluoro-phenyl]pyrazolo[4,3-b]pyridin-1-yl]-1-(3-hydroxypyrrolidin-1-yl)ethanone